3-(4-((5-cyclopropyl-3-(2,6-dichlorophenyl)isoxazol-4-yl)methoxy)piperidin-1-yl)-4,5-dihydroisoxazole-5-carboxamide C1(CC1)C1=C(C(=NO1)C1=C(C=CC=C1Cl)Cl)COC1CCN(CC1)C1=NOC(C1)C(=O)N